2-chloro-6-isobutoxy-pyrazine ClC1=NC(=CN=C1)OCC(C)C